2-(4-{[(4-pyrrolidin-1-ylpiperidin-1-yl)acetyl]amino}phenyl)-2H-indazole-7-carboxamide N1(CCCC1)C1CCN(CC1)CC(=O)NC1=CC=C(C=C1)N1N=C2C(=CC=CC2=C1)C(=O)N